N-(2,2-dimethylpiperidin-4-yl)-N-methyl-6-(2-methyl-2H-indazol-5-yl)-1,3-benzothiazol-2-amine hydrochloride Cl.CC1(NCCC(C1)N(C=1SC2=C(N1)C=CC(=C2)C2=CC1=CN(N=C1C=C2)C)C)C